7-chloro-5-methoxy-1-(2-methylpyridin-3-yl)-4-((1-vinylcyclopropyl)amino)quinazolin-2(1H)-one ClC1=CC(=C2C(=NC(N(C2=C1)C=1C(=NC=CC1)C)=O)NC1(CC1)C=C)OC